C(C)OC(=O)C1=COC2=C1C=C(C=C2CN(CC(F)(F)F)C(=O)OC(C)(C)C)Br 5-bromo-7-(((tert-butoxycarbonyl)(2,2,2-trifluoroethyl)amino)methyl)benzofuran-3-carboxylic acid ethyl ester